BrC=1C=NN2C1N=C(C=C2)NC2=CC(=C(C=C2)OC)Cl 3-bromo-N-(3-chloro-4-methoxyphenyl)pyrazolo[1,5-a]pyrimidin-5-amine